N12C[C@H](C(CC1)CC2)OC(N[C@@H]2C(CC1=CC(=CC=C21)C2=CC(=C(C=C2)OCC)F)(C)C)=O (S)-quinuclidin-3-yl((R)-5-(4-ethoxy-3-fluorophenyl)-2,2-dimethyl-2,3-dihydro-1H-inden-1-yl)carbamate